(2S,4R)-1-[(2R)-2-[3-[4-(dimethoxymethyl)-1-piperidinyl]isoxazol-5-yl]-3-methyl-butyryl]-4-hydroxy-pyrrolidine-2-carboxylic acid tert-butyl ester C(C)(C)(C)OC(=O)[C@H]1N(C[C@@H](C1)O)C([C@H](C(C)C)C1=CC(=NO1)N1CCC(CC1)C(OC)OC)=O